Ethyl (R)-3-(4-((1-((4-(benzofuran-2-yl)phenyl)amino)-4-methyl-1-oxopentan-2-yl)amino)benzamido)propenoate O1C(=CC2=C1C=CC=C2)C2=CC=C(C=C2)NC([C@@H](CC(C)C)NC2=CC=C(C(=O)NC=CC(=O)OCC)C=C2)=O